(3,4-dimethoxyphenyl)boronic acid COC=1C=C(C=CC1OC)B(O)O